2-(phenylselanyl)cyclohexyl 4-hydroxy-3,5-dimethoxybenzoate OC1=C(C=C(C(=O)OC2C(CCCC2)[Se]C2=CC=CC=C2)C=C1OC)OC